3-Fluoro-5-(1-(4-fluorophenyl)-5-methyl-1H-pyrazol-4-yl)benzylcarbamate FC=1C=C(CNC([O-])=O)C=C(C1)C=1C=NN(C1C)C1=CC=C(C=C1)F